C(C1=CC=CC=C1)N1N=CC(=C1)NC(=O)C=1C(=NC=CC1)F N-(1-benzyl-1H-pyrazol-4-yl)-2-fluoropyridine-3-carboxamide